(R)-2-(2,6-dichloro-4-(trifluoromethyl)phenyl)-N-(1-hydroxybutan-2-yl)-4-methoxyquinoline-7-carboxamide ClC1=C(C(=CC(=C1)C(F)(F)F)Cl)C1=NC2=CC(=CC=C2C(=C1)OC)C(=O)N[C@@H](CO)CC